4-(3,4-dichloro-2-fluoro-phenoxy)-6-piperazin-1-yl-quinazoline ClC=1C(=C(OC2=NC=NC3=CC=C(C=C23)N2CCNCC2)C=CC1Cl)F